NC1=NC=C(C(=C1C1=CC=C(C=C1)O)CC)C=1C=NN(C1)CC(C)C 4-[2-amino-4-ethyl-5-(1-isobutylpyrazol-4-yl)-3-pyridinyl]phenol